ClC1=C(C2=C(NC(O[C@@]23CN(CCC3)C(=O)C=3NC=C(N3)[C@H](CC3(CC3)OC)C3=CC=CC=C3)=O)C=C1)F |o1:21| (R)-6-chloro-5-fluoro-1'-(4-((R or S)-2-(1-methoxycyclopropyl)-1-phenylethyl)-1H-imidazole-2-carbonyl)spiro[benzo[d][1,3]oxazin-4,3'-piperidin]-2(1H)-one